spiro[chroman-2,4'-piperidin] N1CCC2(CC1)OC1=CC=CC=C1CC2